C(C#C)(=O)NCCCC(=O)N(CCC(=O)O)CCC(=O)O 3,3'-((4-propiolamidobutanoyl)azanediyl)dipropanoic Acid